The molecule is a butan-4-olide having a bromomethyl group at the 3-position and two methyl substituents at the 5-position. It is a butan-4-olide and an organobromine compound. CC1(CC(C(=O)O1)CBr)C